(R)-1-((5-fluoro-2-(2-methoxy-7-methylquinoxalin-5-yl)benzo[d]thiazol-6-yl)oxy)propan-2-yl (6-(hydroxymethyl)pyridin-3-yl)carbamate OCC1=CC=C(C=N1)NC(O[C@@H](COC1=CC2=C(N=C(S2)C2=C3N=CC(=NC3=CC(=C2)C)OC)C=C1F)C)=O